ClC=1C(=NC(=NC1)NC1=C(C=C(C=C1)N1CCC(CC1)NC(COC1=C2C(N(C(C2=CC=C1)=O)C1C(NC(CC1)=O)=O)=O)=O)OC)NC1=C(C=CC=C1)P(=O)(OC)OC N-(1-(4-((5-chloro-4-((2-(dimethylphosphono)phenyl)amino)pyrimidin-2-yl)amino)-3-methoxyphenyl)piperidin-4-yl)-2-((2-(2,6-dioxopiperidin-3-yl)-1,3-dioxoisoindolin-4-yl)oxy)acetamide